ClC1=NC=C(C=N1)OC(C(=O)OC)C methyl 2-((2-chloropyrimidin-5-yl)oxy)propanoate